C1(CC1)C1=NC=C(C(=N1)N1CC2(CC1)CN(CC2)C2=CC=C(C=C2)OC)C(=O)OCC ethyl 2-cyclopropyl-4-(7-(4-methoxyphenyl)-2,7-diazaspiro[4.4]nonan-2-yl)pyrimidine-5-carboxylate